BrC1=C(C=CC(=C1)F)C(O)C1=NN(C=C1CC=1N=NN(C1)CC1CC1)C (2-bromo-4-fluorophenyl)(4-((1-(Cyclopropylmethyl)-1H-1,2,3-triazol-4-yl)methyl)-1-methyl-1H-pyrazol-3-yl)methanol